NC=1C(=CC(=NC1)N1CCN(CC1)CC)C(C)=O 1-(5-amino-2-(4-ethylpiperazin-1-yl)pyridin-4-yl)ethan-1-one